C(CCCCCCCCCCCCCCC)(=O)OC[C@@H](OC(CCC\C=C/C\C=C/C\C=C/C\C=C/CCCCC)=O)COP(=O)(O)OCC[N+](C)(C)C 1-palmitoyl-2-arachidonoyl-sn-glycero-3-phosphorylcholine